C(C1=CC=CC=C1)OC(=O)N1CCC(CC1)(OC)CN 4-(aminomethyl)-4-methoxypiperidine-1-carboxylic acid benzyl ester